FC1=C(C=C(C=C1)OC=1C(=C2C=CN(C2=CC1F)S(=O)(=O)C1=CC=C(C)C=C1)CN1N=CC(=C1)C(C)(CC=C)C)C1=CC=NN1C(CC=C)C=1C=C(C=CC1)CCC(=O)OCC ethyl 3-(3-(1-(5-(2-fluoro-5-((6-fluoro-4-((4-(2-methylpent-4-en-2-yl)-1H-pyrazol-1-yl)methyl)-1-tosyl-1H-indol-5-yl)oxy)phenyl)-1H-pyrazol-1-yl)but-3-en-1-yl)phenyl)propanoate